5-(((4'-Fluoro-[1,1'-biphenyl]-4-yl)methyl)amino)-2-methoxybenzonitrile FC1=CC=C(C=C1)C1=CC=C(C=C1)CNC=1C=CC(=C(C#N)C1)OC